(R)-2-(((2R,3S,4R,5R)-5-(6-amino-2-chloro-9H-purin-9-yl)-3,4-dihydroxytetrahydrofuran-2-yl)methoxy)-3-(2'-(carboxymethyl)-[1,1'-biphenyl]-4-yl)-2-(thiazol-4-yl)propanoic acid NC1=C2N=CN(C2=NC(=N1)Cl)[C@H]1[C@@H]([C@@H]([C@H](O1)CO[C@](C(=O)O)(CC1=CC=C(C=C1)C1=C(C=CC=C1)CC(=O)O)C=1N=CSC1)O)O